FC(C1=CC=CC(=N1)OCC1=C(C=CC=C1)CC(=O)OC)(F)F Methyl 2-(2-(((6-(trifluoromethyl)pyridin-2-yl)oxy)methyl)phenyl)acetate